6,7-difluoro-11-[[2-(2-methoxy-4-pyridyl)ethyl-[(3S)-1-(6-nitro-3-pyridyl)-3-piperidyl]amino]methyl]-2-methyl-4-oxa-1-azatricyclo[7.3.1.05,13]trideca-5(13),6,8,11-tetraen-10-one FC=1C=2OCC(N3C=C(C(C(=CC1F)C32)=O)CN([C@@H]3CN(CCC3)C=3C=NC(=CC3)[N+](=O)[O-])CCC3=CC(=NC=C3)OC)C